ClC1=CC(=NC=C1C#N)C(=O)NC 4-chloro-5-cyano-N-methylpicolinamide